FC=1C=C2C(=CNC(C2=CC1F)=O)C(C)N(C(=O)C=1NC2=CC=CC=C2C1)CC(C)C N-(1-(6,7-difluoro-1-oxo-1,2-dihydroisoquinolin-4-yl)ethyl)-N-isobutyl-1H-indole-2-carboxamide